C[C@@H]1CN(C[C@H]2N1CC1=CC(=CC=C21)N2CCOC1(CNC1)C2)C2=CC(N(C1=NC=CC=C21)C)=O 4-[(4R,10bS)-4-methyl-8-(5-oxa-2,8-diazaspiro[3.5]nonan-8-yl)-3,4,6,10b-tetrahydro-1H-pyrazino[2,1-a]isoindol-2-yl]-1-methyl-1,8-naphthyridin-2-one